COC[C@@H](C)NC1=C2C(=NC(=C1)N)C=C(S2)C2=CC=NN2 (R)-N7-(1-methoxyprop-2-yl)-2-(1H-pyrazol-5-yl)thieno[3,2-b]pyridine-5,7-diamine